S(=O)(=O)=C1N=NN=C1 SULFONYL-TRIAZOLE